N-[(1S)-1-cyclohexyl-2-[4-(3-methylimidazol-4-yl)anilino]-2-oxo-ethyl]-2-methyl-pyrazole-3-carboxamide C1(CCCCC1)[C@@H](C(=O)NC1=CC=C(C=C1)C=1N(C=NC1)C)NC(=O)C=1N(N=CC1)C